C(C(O)CO)C(C(=O)OC(COC(CCCCCCC\C=C/C[C@H](O)CCCCCC)=O)CO)CCCCCC\C=C/C[C@H](O)CCCCCC glycerol ricinoleate (glyceryl-ricinoleate)